(difluoromethyl)-1H-pyrrole-1,2-dicarboxylic acid 1-(tert-butyl) 2-ethyl ester CCOC(=O)C=1N(C=CC1C(F)F)C(=O)OC(C)(C)C